IC=1C=CC=C(C(=O)O)C1 5-iodobenzoic acid